[2'-(amino)[1,1'-biphenyl]-2-yl][dicyclohexyl[3,6-Dimethoxy-2',4',6'-tris(1-methylethyl)[1,1'-biphenyl]-2-yl]phosphine] NC1=C(C=CC=C1)C1=C(C=CC=C1)C1=C(C(=C(C(=C1)OC)C1=C(C=C(C=C1C(C)C)C(C)C)C(C)C)P(C1CCCCC1)C1CCCCC1)OC